FC=1C=C(COC=2C=C3N(C(N2)=O)CC2N3COC2)C=C(C1OC=1C=NC(=CC1)C)F 6-((3,5-difluoro-4-((6-methylpyridin-3-yl)oxy)benzyl)oxy)-10,10a-dihydro-1H-oxazolo[3',4':3,4]imidazo[1,2-c]pyrimidin-8(3H)-one